Iron statine N[C@@H](CC(C)C)[C@@H](O)CC(O)=O.[Fe]